1-(4-(4-((6-chloro-4-(4-methoxypiperidin-1-yl)pyridin-3-yl)ethynyl)-1H-pyrazol-1-yl)piperidin-1-yl)ethan-1-one ClC1=CC(=C(C=N1)C#CC=1C=NN(C1)C1CCN(CC1)C(C)=O)N1CCC(CC1)OC